4-(4-hydroxy-7-methoxy-2-methylquinazolin-6-yl)-3,6-dihydropyridine-1(2H)-carboxylic acid tert-butyl ester C(C)(C)(C)OC(=O)N1CCC(=CC1)C=1C=C2C(=NC(=NC2=CC1OC)C)O